N-(8-fluoro-2-methyl-imidazo[1,2-a]pyridin-6-yl)-8-(3-piperidylamino)quinoxaline-5-carboxamide FC=1C=2N(C=C(C1)NC(=O)C=1C=3N=CC=NC3C(=CC1)NC1CNCCC1)C=C(N2)C